((1S,4S)-4-((3-(dibenzylamino)propyl)((4S)-3-methoxytetrahydro-2H-pyran-4-yl)amino)-1-isopropylcyclopent-2-en-1-yl)(3-(trifluoromethyl)-7,8-dihydro-1,6-naphthyridin-6(5H)-yl)methanone C(C1=CC=CC=C1)N(CCCN([C@@H]1C=C[C@](C1)(C(C)C)C(=O)N1CC=2C=C(C=NC2CC1)C(F)(F)F)[C@@H]1C(COCC1)OC)CC1=CC=CC=C1